CC=1C=C(C=CC1OC1=CC2=C(N(C=N2)C)C=C1)NC1=NC=NC=2C=C3C(=CC12)N1[C@@H](CO3)CNCC1 (R)-N-(3-methyl-4-((1-methyl-1H-benzo[d]imidazol-5-yl)oxy)phenyl)-1,2,3,4,4a,5-hexahydropyrazino[1',2':4,5][1,4]oxazino[3,2-g]quinazolin-11-amine